C(#C)C=1SC=C(N1)C(=O)NCC1=CC=C(C=C1)S(=O)(=O)C 2-Ethynyl-N-(4-(methylsulfonyl)benzyl)thiazole-4-carboxamide